BrCCCCCCO[Si](OC(OCCCCCCCCC)CCCCCCC)(C)C 1-bromo-10-heptyl-8,8-dimethyl-7,9,11-trioxa-8-silaeicosane